C(C1=CC=CC=C1)SC=1C=C(C=2N(C1)C(=NC2)C=2SC(=CN2)C(F)F)Cl 2-(6-benzylsulfanyl-8-chloro-imidazo[1,5-a]pyridin-3-yl)-5-(difluoromethyl)thiazole